ClC1=CC=C(C=C1)NS(=O)(=O)C=1C=C(C=NC1OC)NC(=O)C1=CC2=C(N(C(N2C)=O)C)C=C1 N-(5-(N-(4-chlorophenyl)sulfamoyl)-6-methoxypyridin-3-yl)-1,3-dimethyl-2-oxo-2,3-dihydro-1H-benzo[d]imidazole-5-carboxamide